N-((3-methyl-2-(methylsulfonyl)phenyl)(phenyl)methyl)-2-oxo-6-(trifluoromethyl)-1,2-dihydropyridine-3-carboxamide CC=1C(=C(C=CC1)C(NC(=O)C=1C(NC(=CC1)C(F)(F)F)=O)C1=CC=CC=C1)S(=O)(=O)C